FC(C1=C(C=CC(=C1)C(F)(F)F)[C@H](C)N1N=CC(=C1)NC(=O)C1=NOC(=C1)C=1C=NC=CC1)(F)F (S)-N-(1-(1-(2,4-bis(trifluoromethyl)phenyl)ethyl)-1H-pyrazol-4-yl)-5-(pyridin-3-yl)isoxazole-3-carboxamide